1-[(2s,4r)-4-({4-[3-(aminomethyl)-1,2,4-oxadiazol-5-yl]phenyl}amino)-2-methyl-3,4-dihydroquinolin-1(2H)-yl]propan-1-one trifluoroacetate FC(C(=O)O)(F)F.NCC1=NOC(=N1)C1=CC=C(C=C1)N[C@@H]1C[C@@H](N(C2=CC=CC=C12)C(CC)=O)C